5,7-Difluoro-1-(4-(4-(methylsulfonyl)piperazin-1-yl)phenyl)-1H-benzo[d]imidazol-6-ol FC1=CC2=C(N(C=N2)C2=CC=C(C=C2)N2CCN(CC2)S(=O)(=O)C)C(=C1O)F